C(C)(C)OC(C)(C)C=1N=CSC1C 4-(2-isopropoxypropan-2-yl)-5-methylthiazol